tert-butyl 6-(4-(2-amino-5-methyl-thiazol-4-yl)-2-fluorophenyl)-3,6-diazabicyclo[3.1.1]heptane-3-carboxylate NC=1SC(=C(N1)C1=CC(=C(C=C1)N1C2CN(CC1C2)C(=O)OC(C)(C)C)F)C